2-(((1r,4r)-4-(((3-fluoro-4-methylphenyl)(3-fluorophenyl)carbamoyl-oxy)methyl)cyclohexyl)methoxy)acetic acid FC=1C=C(C=CC1C)N(C(=O)OCC1CCC(CC1)COCC(=O)O)C1=CC(=CC=C1)F